(R)-2-((N-cyclopropylsulfamoyl)amino)-N-(1-(8-ethynyl-1-oxo-2-phenyl-1,2,4,5-tetrahydrocyclopenta[de]isoquinolin-3-yl)ethyl)pyrazolo[1,5-a]pyrimidine-3-carboxamide C1(CC1)NS(=O)(=O)NC1=NN2C(N=CC=C2)=C1C(=O)N[C@H](C)C=1N(C(C=2C(=CC=C3C2C1CC3)C#C)=O)C3=CC=CC=C3